N-(2-(4-(azidomethyl)piperidin-1-yl)ethyl)-1-(3-bromophenyl)methanesulfonamide N(=[N+]=[N-])CC1CCN(CC1)CCNS(=O)(=O)CC1=CC(=CC=C1)Br